sodium (3-(tetrahydrofuran-2-yl) phenyl) methanesulfonate CS(=O)(=O)OC1=CC(=CC=C1)C1OCCC1.[Na]